NC1=C(SC2=NC(=CC=C21)OC(F)F)C(=O)NCCC2=CC=C(C=C2)N2CCN(CC2)C(=O)OC(C)(C)C tert-Butyl 4-(4-(2-(3-amino-6-(difluoromethoxy)thieno[2,3-b]pyridine-2-carboxamido)ethyl)phenyl)piperazine-1-carboxylate